6-[6-(Difluoromethyl)pyridin-3-yl]-2-(3-fluorophenyl)-N-[(2S)-1-hydroxypropan-2-yl]-3-oxo-2,3-dihydropyridazin-4-carboxamid FC(C1=CC=C(C=N1)C=1C=C(C(N(N1)C1=CC(=CC=C1)F)=O)C(=O)N[C@H](CO)C)F